(R)-N-(6-cyano-1-cyclobutyl-1H-benzo[d]imidazol-2-yl)-2-(methyl(2,2,2-trifluoroethyl)amino)propanamide C(#N)C=1C=CC2=C(N(C(=N2)NC([C@@H](C)N(CC(F)(F)F)C)=O)C2CCC2)C1